4-(4-methoxyphenyl)-9-methyl-6-phenylpyrido[2,1-a]isoquinolin-5-ium trifluoromethanesulfonate FC(S(=O)(=O)[O-])(F)F.COC1=CC=C(C=C1)C1=CC=CC=2[N+]1=C(C=C1C=C(C=CC21)C)C2=CC=CC=C2